N5-(4-(2-amino-5-(1-(piperidin-4-yl)-1H-pyrazol-4-yl)pyridin-3-yl)-3-fluorophenyl)-3-(4-fluorophenyl)-1-methyl-4-oxo-1,4-dihydropyridine-2,5-dicarboxamide NC1=NC=C(C=C1C1=C(C=C(C=C1)NC(=O)C=1C(C(=C(N(C1)C)C(=O)N)C1=CC=C(C=C1)F)=O)F)C=1C=NN(C1)C1CCNCC1